10,11-bis(9-bromononyl)-1,1,1,2,2,3,3,4,4,5,5,6,6,7,7,8,8,13,13,14,14,15,15,16,16,17,17,18,18,19,19,20,20,20-tetratriacontafluoroicosane BrCCCCCCCCCC(CC(C(C(C(C(C(C(C(F)(F)F)(F)F)(F)F)(F)F)(F)F)(F)F)(F)F)(F)F)C(CC(C(C(C(C(C(C(C(F)(F)F)(F)F)(F)F)(F)F)(F)F)(F)F)(F)F)(F)F)CCCCCCCCCBr